4-(Benzyloxy)-1-iodo-2-nitrobenzene C(C1=CC=CC=C1)OC1=CC(=C(C=C1)I)[N+](=O)[O-]